CC(=CCC/C(=C/OC=O)/C)C The molecule is a formate ester resulting from the formal condensation of the E-enol tautomer of 2,6-dimethylhept-5-enal with formic acid. It is a formate ester and an olefinic compound.